2-ethyl-9,10-bis(n-butoxycarbonylmethylene)anthracene C(C)C1=CC=2C(C3=CC=CC=C3C(C2C=C1)=CC(=O)OCCCC)=CC(=O)OCCCC